C1(=CC=CC=C1)C=1C(=C2C(=C3C(=C(C(=C(C3=CC2=CC1)[2H])[2H])[2H])[2H])[2H])C1=C(C=CC2=CC=CC=C12)C1=CSC=2C1=CC=C1C2C=CC2=CC=CC=C21 phenyl-[(naphthobenzothiophenyl)naphthyl]anthracene-d5